3-ethyl-7-((4-(8-(methylamino)-1,5-naphthyridin-3-yl)piperazin-1-yl)methyl)-1,5-naphthyridin-2(1H)-one C(C)C=1C(NC2=CC(=CN=C2C1)CN1CCN(CC1)C=1C=NC2=C(C=CN=C2C1)NC)=O